CC=1N(C(=CC1)C)CCC(=O)OC(C)(C)C tert-butyl 3-(2,5-dimethyl-1H-pyrrol-1-yl)propanoate